(chloromethyl)-3-chloro-5-(cyclopropyl)-1-ethyl-1H-pyrazole ClCC=1C(=NN(C1C1CC1)CC)Cl